ClC(C(=O)C1=CN(C=C1)C1(CC1)COC(C(Cl)(Cl)Cl)=O)(Cl)Cl [1-[3-(2,2,2-trichloroacetyl)pyrrol-1-yl]cyclopropyl]methyl-2,2,2-trichloroacetate